C(C)(C)(C)OC(COCCOCCS(=O)(=O)Cl)=O.O1C=CC=2C(=NC=CC21)C2=CC=C(C(=O)N[C@H]1CN(CC1)C1=NC=CC=N1)C=C2 (R)-4-(furo[3,2-c]pyridin-4-yl)-N-[1-(pyrimidin-2-yl)pyrrolidin-3-yl]benzamide tert-butyl-2-(2-(2-(chlorosulfonyl)ethoxy)ethoxy)acetate